ethyl (S)-1-(2-((tert-butoxycarbonyl) amino) propyl)-5-methyl-1H-pyrrole-3-carboxylate C(C)(C)(C)OC(=O)N[C@H](CN1C=C(C=C1C)C(=O)OCC)C